4'-bromo-3,5-difluorobiphenyl BrC1=CC=C(C=C1)C1=CC(=CC(=C1)F)F